OC(COC1=CC(=C(C(=O)NC=2OC(=NN2)C=2SC=CC2)C=C1)OC)CO 4-(2,3-dihydroxypropoxy)-2-methoxy-N-(5-(thiophen-2-yl)-1,3,4-oxadiazol-2-yl)benzamide